3-(3-isopropyl-2-oxo-5-(piperidin-4-yl)-2,3-dihydro-1H-benzo[d]imidazol-1-yl)piperidine-2,6-dione C(C)(C)N1C(N(C2=C1C=C(C=C2)C2CCNCC2)C2C(NC(CC2)=O)=O)=O